BrC=1C=C2C(=NN(C2=CC1)[C@@H]1C[C@H](C1)CN(C(OC(C)(C)C)=O)C(=O)OC(C)(C)C)C1CC1 tert-butyl ((trans-3-(5-bromo-3-cyclopropyl-1H-indazol-1-yl)cyclobutyl)methyl)(tert-butoxycarbonyl)carbamate